CN1CC(CCC1)NC1COCC1 1-methyl-N-(oxolan-3-yl)piperidin-3-amine